COC=1C=C(C(=O)NC)C=C(C1)N(CCCN1CCCC1)C=1C=C2N=C(C=NC2=CC1)C=1C=NN(C1)C 3-Methoxy-N-methyl-5-[[3-(1-methylpyrazol-4-yl)quinoxalin-6-yl]-(3-pyrrolidin-1-ylpropyl)amino]benzamide